C(C)(C)(C)OC(=O)N=[S@@](=O)(C=1C(=NC(=CC1)C)OCC[C@@H](CCO[Si](C1=CC=CC=C1)(C1=CC=CC=C1)C(C)(C)C)C)N1[C@@H](CCC1)C(=O)OC Methyl ((S)-N-(tert-butoxycarbonyl)-2-(((S)-5-((tert-butyldiphenylsilyl)oxy)-3-methylpentyl)oxy)-6-methylpyridine-3-sulfonimidoyl)-L-prolinate